(E)-4-(Dimethylamino)-N-(2-(4-fluoro-2-hydroxy-5-isopropylbenzoyl)isoindolin-4-yl)-N-methylbut-2-enamide CN(C/C=C/C(=O)N(C)C1=C2CN(CC2=CC=C1)C(C1=C(C=C(C(=C1)C(C)C)F)O)=O)C